ClC=1C=CC2=C(N(C(=N2)CNCCCCOCCNC=2C=3C=NNC3C=C(C2)N2C=NN=C2)C)C1 N-(2-(4-(((6-chloro-1-methyl-1H-benzo[d]imidazol-2-yl)methyl)amino)butoxy)ethyl)-6-(4H-1,2,4-triazol-4-yl)-1H-indazol-4-amine